(6,6'-Dicyclohex-ylbiphenyl-2,2'-diyl)-bis-(diphenylphosphine) C1(CCCCC1)C1=CC=CC(=C1C1=C(C=CC=C1C1CCCCC1)P(C1=CC=CC=C1)C1=CC=CC=C1)P(C1=CC=CC=C1)C1=CC=CC=C1